FC1=CC=C(CC2=NC3=C(N2C2CCC(CC2)OC)C=CC(=C3)C=3C(=NOC3C)C)C=C1 4-(2-(4-fluorobenzyl)-1-((1r,4r)-4-methoxycyclohexyl)-1H-benzo[d]imidazol-5-yl)-3,5-dimethylisoxazole